3-((4-fluoro-2-methylphenyl)-amino)-5-(tri-fluoromethyl)-pyrazine-2-carboxylic acid FC1=CC(=C(C=C1)NC=1C(=NC=C(N1)C(F)(F)F)C(=O)O)C